BrC1=NC(=CC=C1OCC(C)(O)C)Br 1-(2,6-dibromopyridin-3-yloxy)-2-methylpropan-2-ol